Nickel cobalt lithium oxide [O-2].[Li+].[Co+2].[Ni+2]